F[C@@H]1[C@@H](CCNC12CCC2)N2C=CC1=C2N=NC(=C1)C1=C(C=C(C=C1)N1N=NC=C1)O 2-{7-[(8r,9r)-9-fluoro-5-azaspiro[3.5]non-8-yl]-7H-pyrrolo[2,3-c]pyridazin-3-yl}-5-(1H-1,2,3-triazol-1-yl)phenol